tert-butyl (2R)-2-(6-bromo-1-oxo-1,3-dihydro-2H-isoindol-2-yl)propanoate BrC1=CC=C2CN(C(C2=C1)=O)[C@@H](C(=O)OC(C)(C)C)C